CC=1SC=NN1 methyl-1,3,4-thiadiazol